FC(C(C)(C)O)(F)C=1C(=C(C=CC1)[C@@H](C)NC1=NN(C(C=2C1=CN(C(C2)=O)C2CCOCC2)=O)C)F (R)-4-((1-(3-(1,1-difluoro-2-hydroxy-2-methylpropyl)-2-fluorophenyl)ethyl)amino)-2-methyl-6-(tetrahydro-2H-pyran-4-yl)-2,6-dihydropyrido[3,4-d]pyridazine-1,7-dione